5-(azetidin-3-yloxymethyl)-2-(trifluoromethyl)pyridine N1CC(C1)OCC=1C=CC(=NC1)C(F)(F)F